CC1=C(C=C(C=C1)C)I 2,5-dimethyl-iodobenzene